OC1=CC=CC2=C1CCCCC2 hydroxy-6,7,8,9-tetrahydro-5H-benzo[7]annulen